(2R,3R)-3-amino-4-((R)-3-hydroxypyrrolidin-1-yl)butan-2-ol N[C@@H]([C@@H](C)O)CN1C[C@@H](CC1)O